BISMUTH OXYCHLORIDE Cl[Bi]=O